C/C(=C\\C=C\\C(=C\\1/C(=O)C[C@@H]2[C@@]1(CC[C@@H]3[C@@]2(CC[C@H]([C@]3(C)C(=O)[O-])O)C)C)\\C)/C=C/C(C(C)(C)O)OC The molecule is an oxo monocarboxylic acid anion obtained by the deprotonation of the carboxy group of globostellatic acid D. It is a conjugate base of a globostellatic acid D.